CC=1C=CC=2N(C3=CC=C(C=C3C2C1)C)C1=C(C#N)C(=CC(=C1)C=1C(=NC(=CC1)C1=CC=CC=C1)C1=CC=CC=C1)N1C2=CC=C(C=C2C=2C=C(C=CC12)C)C 2,6-bis(3,6-dimethyl-9H-carbazol-9-yl)-4-(2,6-diphenylpyridin-3-yl)benzonitrile